1-[(Acetoxy)methyl]-2-(di-tert-butylphosphinyl)-ferrocene C(C)(=O)OC[C-]1C(=CC=C1)P(=O)(C(C)(C)C)C(C)(C)C.[CH-]1C=CC=C1.[Fe+2]